C(#N)C1=CC=C(C=C1)N(CCCC1OCC2(CO1)CCN(CC2)C(=O)OC(C)(C)C)CC2=CC(=C(C=C2)OC)F tert-butyl 3-(3-((4-cyanophenyl)(3-fluoro-4-methoxybenzyl)amino)propyl)-2,4-dioxa-9-azaspiro[5.5]undecane-9-carboxylate